2-chloro-4-[[4-[1-methyl-4-(trifluoromethyl)imidazol-2-yl]phenyl]methoxy]-5-(trifluoromethoxy)pyrimidine ClC1=NC=C(C(=N1)OCC1=CC=C(C=C1)C=1N(C=C(N1)C(F)(F)F)C)OC(F)(F)F